3-(2-amino-6-(1-((6-methyl-1H-indol-3-yl)methyl)-1H-1,2,3-triazol-4-yl)pyrimidin-4-yl)2-methylbenzonitrile NC1=NC(=CC(=N1)C=1C(=C(C#N)C=CC1)C)C=1N=NN(C1)CC1=CNC2=CC(=CC=C12)C